C(C)N(C(C1=C(C=CC(=C1)F)C=1C=2N(C=C(C1)N1CCNCC1)C=NC2)=O)C(C)C N-ethyl-5-fluoro-2-[6-(piperazin-1-yl)imidazo[1,5-a]pyridin-8-yl]-N-(isopropyl)benzamide